ClC1=C(C=NN1[C@@H]1[C@H](CN(CC1)C1COC1)F)C=1C=CC(=C(C1)NC1=NC=NC2=CC(=C(C=C12)OC1CN(C1)C(C=C)=O)OC)OC 1-(3-((4-((5-(5-chloro-1-((3S,4S)-3-fluoro-1-(oxetan-3-yl)piperidin-4-yl)-1H-pyrazol-4-yl)-2-methoxyphenyl)amino)-7-methoxyquinazolin-6-yl)oxy)azetidin-1-yl)prop-2-en-1-one